FC(C1=NN=C(O1)C1=CC=C(CN(S(=O)(=O)CCN2CCN(CC2)C2=NC=CC=C2)C2=CC=CC=C2)C=C1)F N-(4-(5-(difluoromethyl)-1,3,4-oxadiazol-2-yl)benzyl)-N-phenyl-2-(4-(pyridin-2-yl)piperazin-1-yl)ethane-1-sulfonamide